tert-butyl 4-(4-ethoxy-4-oxobutyl)-4-methylpiperidine-1-carboxylate C(C)OC(CCCC1(CCN(CC1)C(=O)OC(C)(C)C)C)=O